(S)-ethyl 1-((R)-2-((4-iodoquinolin-7-yl)oxy)propanoyl)piperidine-3-carboxylate IC1=CC=NC2=CC(=CC=C12)O[C@@H](C(=O)N1C[C@H](CCC1)C(=O)OCC)C